C(C=C)N1C(=NC2=C1C=CC=C2)C2=CC=C(C=C2)C 1-allyl-2-(4-tolyl)benzimidazole